BrC=1C=NC(=C(C#N)C1)OC1CC1 5-bromo-2-cyclopropoxynicotinonitrile